(2S,4S)-4-Fluoro-N-[(1S)-1-(2-amino-2-oxo-ethyl)prop-2-ynyl]-1-[1-[4-(trifluoro-methoxy)phenyl]cyclopropanecarbonyl]pyrrolidine-2-carboxamide F[C@H]1C[C@H](N(C1)C(=O)C1(CC1)C1=CC=C(C=C1)OC(F)(F)F)C(=O)N[C@H](C#C)CC(=O)N